5-(1-(3-aminoazetidine-1-carbonyl)-5-(trifluoromethyl)-3-azabicyclo[3.1.0]hex-3-yl)quinoline-8-carbonitrile NC1CN(C1)C(=O)C12CN(CC2(C1)C(F)(F)F)C1=C2C=CC=NC2=C(C=C1)C#N